FC(N1C=CC=C1)F 1-(difluoromethyl)-1H-pyrrole